8,8'-((3,3,3-TRIFLUORO-2-(HYDROXYMETHYL)PROPYL)AZANEDIYL)BIS(N,N-DIDECYLOCTANAMIDE) FC(C(CN(CCCCCCCC(=O)N(CCCCCCCCCC)CCCCCCCCCC)CCCCCCCC(=O)N(CCCCCCCCCC)CCCCCCCCCC)CO)(F)F